O=C1N(CCC1)C=1C=C(C=CC1)[C@H](CC(=O)O)N1N=CC2=CC(=CC=C12)OCCC1=NC=2NCCCC2C=C1 (S)-3-(3-(2-Oxopyrrolidin-1-yl)phenyl)-3-(5-(2-(5,6,7,8-tetrahydro-1,8-naphthyridin-2-yl)ethoxy)-1H-indazol-1-yl)propanoic acid